C(C)(C)(C)OC(=O)N1C[C@@H](CCC1)C(=O)NNC(=O)[C@H]1N2C(N([C@H](C=C1C)C2)OS(=O)(=O)[O-])=O.C(CCC)[N+](CCCC)(CCCC)CCCC tetrabutylammonium (2S,5R)-2-(2-((R)-1-(tert-butoxycarbonyl)piperidine-3-carbonyl)hydrazine-1-carbonyl)-3-methyl-7-oxo-1,6-diazabicyclo[3.2.1]oct-3-en-6-ylsulfate salt